7-chloro-3-(5-fluoro-4-methylpyridin-3-yl)-1H-1,6-naphthyridin-2-one ClC1=NC=C2C=C(C(NC2=C1)=O)C=1C=NC=C(C1C)F